N-((2,4,6-trifluoromethylphenyl)carbamoyl)-3-oxobutanamide FCC1=C(C(=CC(=C1)CF)CF)NC(=O)NC(CC(C)=O)=O